FC1=CC=C(CCC=2C=C3C(=NC=NC3=CC2)N2CC3(C2)CCN(CC3)CC3CCC(CC3)NS(=O)(=O)CC)C=C1 N-((1R,4R)-4-((2-(6-(4-fluorophenethyl)quinazolin-4-yl)-2,7-diazaspiro[3.5]nonan-7-yl)methyl)cyclohexyl)ethanesulfonamide